methyl-p-isopropylphenyl-propanal CC(C=O)(C)C1=CC=C(C=C1)C(C)C